tert-Butyl 5-(4-methoxycarbonyl-3-morpholin-4-ylphenyl)-3,4-dihydro-1H-isoquinoline-2-carboxylate COC(=O)C1=C(C=C(C=C1)C1=C2CCN(CC2=CC=C1)C(=O)OC(C)(C)C)N1CCOCC1